FC(C)(F)C1=NC(=CC(=N1)NC1=CC(=NC=C1O[C@H]1C[C@H](CC1)OC)NC(C)=O)C N-(4-((2-(1,1-difluoroethyl)-6-methylpyrimidin-4-yl)amino)-5-(((1R,3S)-3-methoxycyclopentyl)oxy)pyridin-2-yl)acetamide